FC1=NC=CC(=C1)C1=C(N=C2N1C=CC=N2)C2=CC1=C(OCCN1C(C)=O)C=C2 1-(6-(3-(2-Fluoropyridin-4-yl)imidazo[1,2-a]pyrimidin-2-yl)-2,3-dihydro-4H-benzo[b][1,4]oxazin-4-yl)ethan-1-one